(Z)-(1-methyl-1H-tetrazol-5-yl)(phenyl)methanone O-((5-(3'-fluoro-(1,1'-biphenyl)-4-yl)-1,3,4-oxadiazol-2-yl)methyl) oxime FC=1C=C(C=CC1)C1=CC=C(C=C1)C1=NN=C(O1)CO\N=C(\C1=CC=CC=C1)/C1=NN=NN1C